CO[C@@H]1CN(CC1)C1=CC=2C(=C(N=NC2N[C@H](C)C2=CC(=CC=C2)C(F)(F)F)C)N=C1 3-((S)-3-methoxypyrrolidin-1-yl)-8-methyl-N-((R)-1-(3-(trifluoromethyl)phenyl)ethyl)pyrido[2,3-d]pyridazin-5-amine